C(CCC)(C=1OCCN1)C=1OCCN1 2,2'-butylidenebis(2-oxazoline)